ClC=1C2=C(N=CN1)N(C=C2I)S(=O)(=O)C2=CC=C(C)C=C2 4-Chloro-5-iodo-7-tosyl-7H-pyrrolo[2,3-d]pyrimidine